5-(5-(4,4-difluoropiperidine-1-carbonyl)-1H-pyrrolo[2,3-b]pyridin-1-yl)nicotinamide FC1(CCN(CC1)C(=O)C=1C=C2C(=NC1)N(C=C2)C=2C=NC=C(C(=O)N)C2)F